N,N-dimethyl-N2-nonylethane-1,2-diamine CN(CCNCCCCCCCCC)C